methyl-pentanone oxime CCC(CCC)=NO